5-(6-methyl-5-(1-(3-methylbenzyl)-1H-pyrrol-3-yl)pyridazin-3-yl)pyrimidine-2,4(1H,3H)-dione CC1=C(C=C(N=N1)C=1C(NC(NC1)=O)=O)C1=CN(C=C1)CC1=CC(=CC=C1)C